ClC=1C(=NC=CN1)C(C)N(C(C1=CC(=CC(=C1)C(F)(F)F)C(F)(F)F)=O)CC1=C(C=C(C=C1)OC)OC N-(1-(3-Chloropyrazin-2-yl)ethyl)-N-(2,4-dimethoxybenzyl)-3,5-bis(trifluoromethyl)benzamide